C(CCC)P(CC(=O)O)(CCCC)(CCCC)Cl tributyl-carboxymethyl-phosphorus chloride